4-(2-((3-((1-hydroxycyclopropyl)meth-oxy)-1-((1r,4r)-4-morpholinocyclohexyl)-1H-pyrazol-4-yl)amino)pyrimidin-5-yl)benzonitrile OC1(CC1)COC1=NN(C=C1NC1=NC=C(C=N1)C1=CC=C(C#N)C=C1)C1CCC(CC1)N1CCOCC1